COC1C(CCC2=CC=CC=C12)C(=O)NC methoxy-N-methyl-1,2,3,4-tetrahydronaphthalene-2-carboxamide